5-(2-Chloropyridin-4-yl)-1H-benzo[d]imidazol-2(3H)-one ClC1=NC=CC(=C1)C1=CC2=C(NC(N2)=O)C=C1